(2S)-4-(azetidin-1-yl)-2-(methylamino)-4-oxo-butanoic acid N1(CCC1)C(C[C@@H](C(=O)O)NC)=O